2-fluoro-2-(5-[[2-(pyrimidin-2-yl)phenyl]methyl]-1,3-thiazol-2-yl)-1λ6-thiomorpholine-1,1-dione FC1(CNCCS1(=O)=O)C=1SC(=CN1)CC1=C(C=CC=C1)C1=NC=CC=N1